C[C@H]1C[C@H]2[C@@H]3C[C@@H](C4=CC(=O)C=C[C@@]4([C@]3([C@H](C[C@@]2([C@]1(C(=O)COC(=O)C)OC(=O)C)C)O)F)C)F The molecule is the 17,21-diacetate derivative of diflorasone. It is used topically for its anti-inflammatory and antipruritic properties in the treatment of various skin disorders. It has a role as an anti-inflammatory drug and an antipruritic drug. It is an 11beta-hydroxy steroid, a glucocorticoid, a 20-oxo steroid, a fluorinated steroid, an acetate ester and a 3-oxo-Delta(1),Delta(4)-steroid. It derives from a diflorasone and an acetic acid. It derives from a hydride of a pregnane.